FC1=C(C#N)C=CC(=C1)C1=NC(=NC(=C1C1=CC(=C(C=C1)OC)F)OC)N1CCN(CC1)C 2-fluoro-4-(5-(3-fluoro-4-methoxyphenyl)-6-methoxy-2-(4-methylpiperazin-1-yl)pyrimidin-4-yl)benzonitrile